acrylic acid benzoic anhydride C(C1=CC=CC=C1)(=O)OC(C=C)=O